3-(4-(4-((4-(4-aminophenyl)piperazin-1-yl)methyl)piperidin-1-yl)-1-oxoisoindolin-2-yl)piperidine-2,6-dione NC1=CC=C(C=C1)N1CCN(CC1)CC1CCN(CC1)C1=C2CN(C(C2=CC=C1)=O)C1C(NC(CC1)=O)=O